CC1=NSC(=N1)C(=O)O 3-methyl-[1,2,4]thiadiazole-5-carboxylic acid